N-((2R,3S)-3-amino-2-hydroxy-4-phenylbutyl)-N-cyclopropyl-4-fluorobenzenesulphonamide N[C@H]([C@@H](CN(S(=O)(=O)C1=CC=C(C=C1)F)C1CC1)O)CC1=CC=CC=C1